BrC1=C(OC2(CC2)C(=O)O)C=C(C(=C1)F)N1C(N(C(=CC1=O)C(F)(F)F)C)=O 1-{2-Bromo-4-fluoro-5-[3-methyl-2,6-dioxo-4-(trifluoromethyl)-3,6-dihydropyrimidin-1(2H)-yl]phenoxy}cyclopropanecarboxylic acid